4-piperidinyl-(1-pyrrolidinyl)methanone methyl-2-[[4-butyl-2-methyl-6-oxo-5-[[2'-(1H-tetrazol-5-yl)-[1,1'-biphenyl]-4-yl]methyl]-1-(6H)-pyrimidinyl]methyl]-3-thiophencarboxylate COC(=O)C1=C(SC=C1)CN1C(=NC(=C(C1=O)CC1=CC=C(C=C1)C1=C(C=CC=C1)C1=NN=NN1)CCCC)C.N1CCC(CC1)C(=O)N1CCCC1